ClC=1C=C(C=CC1F)NC(=O)C=1C=2CC[C@@H](C2C(=CC1)F)NC(CC)=O (S)-N-(3-chloro-4-fluorophenyl)-7-fluoro-1-propionylamino-2,3-dihydro-1H-indene-4-carboxamide